(P)-(1R,9R)-6-(3-hydroxy-1-naphthalenyl)-10,10-dimethyl-4-(2-(2-propenoyl)-2,6-diazaspiro[3.4]octan-6-yl)-3-azatricyclo[7.1.1.02,7]undeca-2,4,6-triene-5-carbonitrile OC=1C=C(C2=CC=CC=C2C1)C=1C(=C(N=C2[C@H]3C([C@@H](CC12)C3)(C)C)N3CC1(CN(C1)C(C=C)=O)CC3)C#N